C(C)N(CCCC1=C(C=CC(=C1)F)S(=O)(=O)NC1=CC=C2C3C(COC2=C1C(=O)O)OCC3)CC 7-[2-(3-diethylaminopropyl)-4-fluorobenzenesulfonyl-amino]-1,3a,4,9b-tetrahydro-2H-furo[2,3-c]chromene-6-carboxylic acid